C(#N)C(C(=O)N1CCC(CC1)N1N=CC(=C1C)C=1C=C(C=2N(C1)N=CC2C#N)OC)=CC(C)(C)NCC(F)F 6-[1-[1-[2-Cyano-4-(2,2-difluoroethylamino)-4-methyl-pent-2-enoyl]-4-piperidinyl]-5-methyl-pyrazol-4-yl]-4-methoxy-pyrazolo[1,5-a]pyridine-3-carbonitrile